Cl.N[C@H](C(=O)O)CC1=CC=C(C=C1)OC1=CC=CC=C1 (S)-2-amino-3-(4-phenoxyphenyl)propionic acid hydrochloride